4-hydroxy-6-(thiophen-3-ylmethyl)pyridin-2(1H)-one OC1=CC(NC(=C1)CC1=CSC=C1)=O